[Si](C1=CC=CC=C1)(C1=CC=CC=C1)(C(C)(C)C)OCC[C@@H](CCC=C)S(=O)(=O)N (R)-1-((TERT-BUTYLDIPHENYLSILYL)OXY)HEPT-6-ENE-3-SULFONAMIDE